(S)-4-(2-(3-chloro-4-cyanophenyl)-3-methyl-2,8-diazaspiro[4.5]dec-8-yl)benzoic acid ClC=1C=C(C=CC1C#N)N1CC2(C[C@@H]1C)CCN(CC2)C2=CC=C(C(=O)O)C=C2